2-(4-(phenoxymethyl)phenyl)acetic acid O(C1=CC=CC=C1)CC1=CC=C(C=C1)CC(=O)O